Methyl (S)-4-(1-(1-(3-(benzyloxy)-5-(trifluoromethyl)benzyl)-6-(trifluoromethyl)-2,3-dihydro-1H-imidazo[1,2-b]pyrazole-7-carboxamido)ethyl)benzoate C(C1=CC=CC=C1)OC=1C=C(CN2CCN3N=C(C(=C32)C(=O)N[C@@H](C)C3=CC=C(C(=O)OC)C=C3)C(F)(F)F)C=C(C1)C(F)(F)F